N-(5-(benzo[d][1,3]dioxol-5-yl)-1-(2-methoxypropyl)-1H-pyrazolo[3,4-b]pyridin-3-yl)isothiazole-5-carboxamide O1COC2=C1C=CC(=C2)C=2C=C1C(=NC2)N(N=C1NC(=O)C1=CC=NS1)CC(C)OC